2-[2-(4-morpholinyl)ethyl]-N-[(1S)-1-[3-(4-morpholinyl)phenyl]ethyl]-4-(trifluoromethyl)-5-thiazolecarboxamide N1(CCOCC1)CCC=1SC(=C(N1)C(F)(F)F)C(=O)N[C@@H](C)C1=CC(=CC=C1)N1CCOCC1